4-fluoro-1-methyl-2-oxo-2,3-dihydro-1H-benzimidazole-5-carboxylic acid FC1=C(C=CC=2N(C(NC21)=O)C)C(=O)O